2-[(2R)-1-tert-butoxycarbonyl-pyrrolidin-2-yl]acetic acid C(C)(C)(C)OC(=O)N1[C@H](CCC1)CC(=O)O